C(C1=CC=CC=C1)(=O)NCCCN(CCCNC(C1=CC=CC=C1)=O)C N-[3-[benzamidopropyl-(methyl)amino]propyl]benzamide